2-(3,4-dimethoxyphenyl)-3-isopropyl-5-(4-((1-methylpiperidin-4-yl)oxy)piperidin-1-yl)-1H-indole COC=1C=C(C=CC1OC)C=1NC2=CC=C(C=C2C1C(C)C)N1CCC(CC1)OC1CCN(CC1)C